ClC1=NC=2C(N3CCCC3=NC2C(=N1)C1=C(C=C(C=C1)Cl)F)=O 11-chloro-13-(4-chloro-2-fluoro-phenyl)-2,7,10,12-tetrazatricyclo[7.4.0.03,7]trideca-1(9),2,10,12-tetraen-8-one